ClC1=C(C=CC=C1)C1NC(C2=NC(=CC(=C21)NC(=O)C2=NSC1=C2C=CC=C1)C=1C=NNC1)=O N-(5-(2-chlorophenyl)-7-oxo-2-(1H-pyrazol-4-yl)-6,7-dihydro-5H-pyrrolo[3,4-b]pyridin-4-yl)benzo[d]isothiazole-3-carboxamide